NC(CC(C=1C=NC=CC1)C=1C=CC(=C(C1)NC(=O)C1=CC(=NN1C1=CC(=CC=C1)CN)C(F)(F)F)F)C1CC1 (-)-N-(5-(amino-3-cyclopropyl-1-(pyridin-3-yl)propyl)-2-fluorophenyl)-1-(3-(aminomethyl)phenyl)-3-(trifluoromethyl)-1H-pyrazole-5-carboxamide